ethyl (9aS)-4-(5-((3,4-difluorobenzyl)carbamoyl)thiophen-2-yl)-2-(4-fluorophenethyl)-1,4,7,8,9,9a-hexahydropyrrolo[1',2':2,3]isothiazolo[4,5-b]pyridine-3-carboxylate 5,5-dioxide FC=1C=C(CNC(=O)C2=CC=C(S2)C2C3=C(NC(=C2C(=O)OCC)CCC2=CC=C(C=C2)F)[C@H]2N(S3(=O)=O)CCC2)C=CC1F